tert-butyl (2-(2-(2-((3,4,9,10-tetrakis(benzyloxy)-6,6a,7,11b-tetrahydroindeno[2,1-c]chromen-6a-yl)oxy)ethoxy)ethoxy)ethyl)carbamate C(C1=CC=CC=C1)OC1=CC=C2C3C(COC2=C1OCC1=CC=CC=C1)(CC1=CC(=C(C=C13)OCC1=CC=CC=C1)OCC1=CC=CC=C1)OCCOCCOCCNC(OC(C)(C)C)=O